ClC=1C=C(C2=C(N=CS2)C1NC(CN1C=2N(C(C(=C1CC)N1CCNCC1)=O)N=C(N2)C=2CCOCC2)=O)C(F)(F)F N-(5-chloro-7-(trifluoromethyl)benzo[d]thiazol-4-yl)-2-(2-(3,6-dihydro-2H-pyran-4-yl)-5-ethyl-7-oxo-6-(piperazin-1-yl)-[1,2,4]triazolo[1,5-a]pyrimidin-4(7H)-yl)acetamide